N-(3-(2-chloro-3-(3-(2-hydroxy-2-carboxyethylamino)propoxy)phenyl)anilino)benzisothiazole ClC1=C(C=CC=C1OCCCNCC(C(=O)O)O)C=1C=C(NN2SC3=C(C2)C=CC=C3)C=CC1